[SiH2]([SiH3])N[SiH2][SiH3] di(disilanyl)amine